trans-3-aminocyclobutane-1-carbonitrile N[C@@H]1C[C@H](C1)C#N